(±)-2-(1H-benzimidazol-2-ylsulfanyl)propanoic acid 2-[(5-bromo-2-hydroxyphenyl)methylene] hydrazide BrC=1C=CC(=C(C1)C=NNC([C@@H](C)SC1=NC2=C(N1)C=CC=C2)=O)O |r|